C(#N)/C(/C(=O)NCCOCCOCCOC)=C(\C)/C1=CC=C(C=C1)N1CCCCC1 (Z)-2-cyano-N-(2-(2-(2-methoxyethoxy)ethoxy)ethyl)-3-(4-(piperidin-1-yl)phenyl)but-2-enamide